2-aminoisobutyric acid ethyl ester C(C)OC(C(C)(C)N)=O